[(3aS,7aS)-3a-(3,4-dimethoxyphenyl)-1-methyl-3,4,5,7a-tetrahydro-2H-indol-6-yl]pentanoate COC=1C=C(C=CC1OC)[C@@]12CCN([C@H]2C=C(CC1)OC(CCCC)=O)C